COC(=O)C1=NC(=C(N=C1)C=1OC=CN1)C1=CN(C(C=C1)=O)C 6-(1-methyl-6-oxo-1,6-dihydropyridin-3-yl)-5-(1,3-Oxazol-2-yl)pyrazine-2-carboxylic acid methyl ester